4-[5-amino-6-(2,6-dichloro-benzyloxy)-pyrazin-2-yl]-phenol NC=1N=CC(=NC1OCC1=C(C=CC=C1Cl)Cl)C1=CC=C(C=C1)O